5-fluoro-N-(2-fluoro-6-methylphenyl)-4-[3-(hydroxymethyl)-4-methyl-5-oxo-4,5-dihydro-1H-1,2,4-triazol-1-yl]-2-{[(2S)-1,1,1-trifluoropropan-2-yl]oxy}benzamide lithium sulfur [S].[Li].FC=1C(=CC(=C(C(=O)NC2=C(C=CC=C2C)F)C1)O[C@H](C(F)(F)F)C)N1N=C(N(C1=O)C)CO